OC1=CC=C(C=C1)C(C)(C)C1=CC(=CC=C1)C(C)(C)C1=CC=C(C=C1)O 1,3-bis-[2-(4-hydroxyphenyl)-2-propyl]benzene